5-(2-fluorophenyl)-1-(pyridine-3-sulfonyl)-1H-pyrrole-3-carboxylic acid FC1=C(C=CC=C1)C1=CC(=CN1S(=O)(=O)C=1C=NC=CC1)C(=O)O